FC(C)(C)C1=CC=CC(=N1)C(=O)NC1=CC2=CN(N=C2C(=C1OC)C)C1CCC(CC1)CO 6-(2-Fluoropropan-2-yl)-N-(2-((1R,4R)-4-(hydroxymethyl)cyclohexyl)-6-methoxy-7-methyl-2H-indazol-5-yl)picolinamide